4-(3-chloropropyloxy)-5-methoxy-2-nitrobenzoic acid methyl ester COC(C1=C(C=C(C(=C1)OC)OCCCCl)[N+](=O)[O-])=O